FC1=C2C(=NC=3N(C2=CC=C1)C(=NN3)F)N(C)C3=CC(=CC(=C3)C#CC3(CC3)C)F difluoro-N-(3-fluoro-5-((1-methylcyclopropyl)ethynyl)phenyl)-N-methyl-[1,2,4]triazolo[4,3-a]quinazolin-5-amine